CNCC=1C=C(CN)C=CC1 3-(methylaminomethyl)benzylamine